[NH4+].[NH4+].[NH4+].S(=O)(=O)([O-])C=1C=C(C(C(=O)[O-])=CC1)C(=O)[O-] 4-sulfophthalic acid triammonium salt